tert-butyl(4-((4-(((2S*,4R*)-2-methyl-1-propionyl-1,2,3,4-tetrahydroquinolin-4-yl)amino)phenyl)amino)-4-oxobut-2-yn-1-yl)carbamate C(C)(C)(C)OC(NCC#CC(=O)NC1=CC=C(C=C1)N[C@@H]1C[C@@H](N(C2=CC=CC=C12)C(CC)=O)C)=O |o1:20,22|